(+/-)-N-(4-{[3-(4-cyano-3-methylphenyl)-1-{[2-(trimethylsilyl)ethoxy]methyl}-1H-pyrrolo[2,3-b]pyridin-4-yl]oxy}-3,5-difluorophenyl)-N'-[1-(oxetan-3-yl)ethyl]urea C(#N)C1=C(C=C(C=C1)C1=CN(C2=NC=CC(=C21)OC2=C(C=C(C=C2F)NC(=O)N[C@H](C)C2COC2)F)COCC[Si](C)(C)C)C |r|